7-(1-naphthoyl)-5-oxo-8-(3-(trifluoromethyl)phenyl)-2,3-dihydro-5H-thiazolo[3,2-c]pyrimidine-3-carboxylic acid C1(=CC=CC2=CC=CC=C12)C(=O)C=1C(=C2N(C(N1)=O)C(CS2)C(=O)O)C2=CC(=CC=C2)C(F)(F)F